2-propanyl 4-{(5aR,6R,7R,8aR)-7-hydroxy-6-[(1E,3R)-3-hydroxy-4-phenoxy-1-buten-1-yl]octahydro-2H-cyclopenta[b]oxepin-3-yl}butanoate O[C@H]1[C@@H]([C@@H]2[C@H](OCC(CC2)CCCC(=O)OC(C)C)C1)\C=C\[C@H](COC1=CC=CC=C1)O